C(CCCCCCCCCCC)NC(CCCCCCCCCCC)=O lauric acid N-dodecylamide